(1-methyl-6-(4-((4-(1-methyl-1H-pyrazol-4-yl)phenyl)amino)pyrimidin-2-yl)-1H-indol-2-yl)methanone CN1C(=CC2=CC=C(C=C12)C1=NC=CC(=N1)NC1=CC=C(C=C1)C=1C=NN(C1)C)C=O